FC(C=1C=C2C(=CNC2=CC1)CN1CCC(CC1)C=1C=C2CCC(C2=CC1)=O)(F)F 5-(1-((5-(trifluoromethyl)-1H-indol-3-yl)methyl)piperidin-4-yl)-2,3-dihydro-1H-inden-1-one